ethyl 3-[3-(6-methylpyridin-2-yl)prop-2-yn-1-ylidene]-8-azabicyclo[3.2.1]octane-8-carboxylate CC1=CC=CC(=N1)C#CC=C1CC2CCC(C1)N2C(=O)OCC